OC(CC(=O)[O-])(CC(=O)[O-])C(=O)[O-].[NH4+].[Fe+2].NCCN(CCCCCCCOC(CCCCCCCCC)=O)CCCCCCCC(=O)OC(CCCCCCCC)CCCCCCCC.ClCC(=O)NC1=C(C=CC(=C1)Cl)N1N=NC=C1 2-chloro-N-(5-chloro-2-(1H-1,2,3-triazol-1-yl)phenyl)acetamide 7-[2-aminoethyl-[8-(1-octylnonoxy)-8-oxo-octyl]amino]heptyl-decanoate iron Ammonium 2-hydroxy-1,2,3-propanetricarboxylate